Ethyl 2-(2,6-dimethyl-4-((4-methyl-2-oxo-3-(4-(trifluoromethyl) phenyl) imidazolin-1-yl) methyl) phenoxy)-2-methylpropionate CC1=C(OC(C(=O)OCC)(C)C)C(=CC(=C1)CN1C(N(C(C1)C)C1=CC=C(C=C1)C(F)(F)F)=O)C